5-[4-(5-methyl-1,2,4-oxadiazol-3-yl)piperidine-1-carbonyl]-6-(trifluoromethyl)pyridine-3-carbonitrile CC1=NC(=NO1)C1CCN(CC1)C(=O)C=1C=C(C=NC1C(F)(F)F)C#N